diphenoxy ether O(C1=CC=CC=C1)OOC1=CC=CC=C1